N-(7-(2-ethylhydrazino)-7-oxoheptyl)-4-((5-nitro-1H-indol-3-yl)methyl)benzamide C(C)NNC(CCCCCCNC(C1=CC=C(C=C1)CC1=CNC2=CC=C(C=C12)[N+](=O)[O-])=O)=O